C(#N)CCC1C(=O)OCCCCCOC1=O pentylene [2-(cyanoethyl) malonate]